C(C)(C)(C)OC(=O)N[C@@H](C(=O)N[C@@H](C(=O)NC=1C=CC(=C(CN(C(OCC#C)=O)C)C1)CCl)CCCNC(=O)N)C(C)C prop-2-yn-1-yl (5-((R)-2-((R)-2-((tert-butoxycarbonyl)amino)-3-methylbutanamido)-5-ureidopentanamido)-2-(chloromethyl)benzyl)(methyl)carbamate